ClC1=C(N=NS1)CC1N(C(C2=CC=CC=C12)=O)CC1CC2(C1)OC(NC2)=O 2-((1-((5-chloro-1,2,3-thiadiazol-4-yl)methyl)-3-oxoisoindolin-2-yl)methyl)-5-oxa-7-azaspiro[3.4]octan-6-one